[N+](=O)([O-])C1(C(C=C(C=C1CCCCCCCCCCCC)C)N=NC1=CC=CC=C1)O 2-nitro-2-hydroxy-3-dodecyl-5-methylazobenzene